COC1=CC=C(C=N1)N1CC(=NC=2C=NC=NC12)SC1=CC2=CN(N=C2C=C1)C 8-(6-methoxypyridin-3-yl)-6-((2-methyl-2H-indazol-5-yl)thio)pteridine